3-(4-(4-(dimethylamino)but-2-enoyl)piperazin-1-yl)pyridine CN(CC=CC(=O)N1CCN(CC1)C=1C=NC=CC1)C